(2-BROMO-5-FLUOROPYRIDIN-4-YL)(5-CHLOROPYRIDIN-2-YL)METHANONE BrC1=NC=C(C(=C1)C(=O)C1=NC=C(C=C1)Cl)F